5-(difluoromethyl)-N-[(1S)-3-(methylamino)-1-[[(3S,5R)-5-methyl-2-oxo-pyrrolidin-3-yl]methyl]-2,3-dioxo-propyl]-2-[[1-(trifluoromethyl)cyclopropanecarbonyl]amino]benzamide FC(C=1C=CC(=C(C(=O)N[C@H](C(C(=O)NC)=O)C[C@H]2C(N[C@@H](C2)C)=O)C1)NC(=O)C1(CC1)C(F)(F)F)F